Tert-butyl N-[(1S)-1-carbamoyl-2-{2,2-difluoro-6-oxo-5-azaspiro[3.4]octan-7-yl}ethyl]carbamate C(N)(=O)[C@H](CC1C(NC2(CC(C2)(F)F)C1)=O)NC(OC(C)(C)C)=O